6-(5-(benzylthio)-4-methylthiazol-2-yl)-8-(4-bromophenyl)-2-oxa-6,8-diazaspiro[3.5]nonan-7-one C(C1=CC=CC=C1)SC1=C(N=C(S1)N1CC2(COC2)CN(C1=O)C1=CC=C(C=C1)Br)C